[Cu].NCC(=O)N[C@@H](CC1=CNC=N1)C(=O)N[C@@H](CCCCN)C(=O)O glycyl-L-histidyl-L-lysine copper